tetrafluorophenyl-thiazolecarboxylic acid FC=1C(=C(C(=C(C1)C=1N=C(SC1)C(=O)O)F)F)F